FC=1C=C(C=CC1C(F)(F)F)N1N=C2N=CN=C(C2=C1)N1C[C@H](NCC1)C(=O)NCC1=CC=C(C=C1)SC (S)-4-(2-(3-fluoro-4-(trifluoromethyl)phenyl)-2H-pyrazolo[3,4-d]pyrimidin-4-yl)-N-(4-(methylthio)benzyl)piperazine-2-carboxamide